N-(2-((4-(2-(((1,3-Dimethyl-1H-indazol-5-yl)methyl)((5-(2-methoxyethoxy)pyridin-3-yl)methyl)amino)ethyl)phenyl)carbamoyl)-4,5-dimethoxyphenyl)-6-methyl-4-oxo-4H-chromene-2-carboxamide CN1N=C(C2=CC(=CC=C12)CN(CCC1=CC=C(C=C1)NC(=O)C1=C(C=C(C(=C1)OC)OC)NC(=O)C=1OC2=CC=C(C=C2C(C1)=O)C)CC=1C=NC=C(C1)OCCOC)C